5-chloro-6-Isopropoxypyridine-3-carboxylic acid methyl ester COC(=O)C=1C=NC(=C(C1)Cl)OC(C)C